4-(imidazole-1-yl)aniline tert-butyl-N-[4-[[4-[3-[(2,6-dioxo-3-piperidyl)amino]phenyl]piperazin-1-yl]methyl]cyclohexyl]carbamate C(C)(C)(C)OC(NC1CCC(CC1)CN1CCN(CC1)C1=CC(=CC=C1)NC1C(NC(CC1)=O)=O)=O.N1(C=NC=C1)C1=CC=C(N)C=C1